5-[(4-methoxyphenyl)methoxy]-7-morpholino-1H-quinoxalin-2-one COC1=CC=C(C=C1)COC1=C2N=CC(NC2=CC(=C1)N1CCOCC1)=O